C(#N)C1(CCC2(OCCO2)CC1)C(=O)OCC ethyl 8-cyano-1,4-dioxa-8-spiro[4.5]decanecarboxylate